C(=C)C(C1=CC=CC=C1)C(C(CCCC)CC)OC(C(CCCC)CC)C(C1=CC=CC=C1)C=C vinylbenzyl-(2-ethylhexyl) ether